FC(C1=NC(=NO1)C1=CC=C(C=C1)N1C=NC(=C1)CNC(=O)C1CCC1)(F)F N-((1-(4-(5-(trifluoromethyl)-1,2,4-oxadiazol-3-yl)phenyl)-1H-imidazol-4-yl)methyl)cyclobutanecarboxamide